di-tert-butyl-1,1'-(6-hydroxyundecane-1,11-diyl)-bis(cyclopropane-1-carboxylate) C(C)(C)(C)OC(=O)C1(CC1)CCCCCC(CCCCCC1(CC1)C(=O)OC(C)(C)C)O